C1(CC1)C1=C(C=CC(=C1)N1CCN(CC1)C)NC1=NC=C(C(=C1)NCCCN1C(CCCC1)=O)C(F)(F)F 1-(3-((2-((2-cyclopropyl-4-(4-methylpiperazin-1-yl)phenyl)amino)-5-(trifluoromethyl)pyridin-4-yl)amino)propyl)piperidin-2-one